(3S)-3-[9H-fluoren-9-ylmethoxycarbonyl(methyl)amino]-4-(3-oxa-8-azabicyclo[3.2.1]octane-8-yl)-4-oxobutanoic acid C1=CC=CC=2C3=CC=CC=C3C(C12)COC(=O)N([C@@H](CC(=O)O)C(=O)N1C2COCC1CC2)C